tert-butyl (R)-8-amino-9-carbamoyl-1,2,4a,5-tetrahydrobenzo[b]-pyrazino[1,2-d][1,4]oxazine-3(4H)-carboxylate NC=1C(=CC2=C(OC[C@@H]3N2CCN(C3)C(=O)OC(C)(C)C)C1)C(N)=O